(14S,17R)-8-(3,3-dimethylbutyl)-12,12-dimethyl-17-(pyridin-2-yl)-2λ6-thia-3,9,11,18,23-pentaazatetracyclo[17.3.1.111,14.05,10]tetracosa-1(22),5,7,9,19(23),20-hexaene-2,2,4-trione CC(CCC1=CC=C2C(NS(C3=CC=CC(N[C@H](CC[C@H]4CC(N(C2=N1)C4)(C)C)C4=NC=CC=C4)=N3)(=O)=O)=O)(C)C